1,4-dihydroxyanthraquinone tert-butyl-((5-((3-(1-cyclopropyl-1H-pyrazol-4-yl)-5-methoxyphenyl)sulfonyl)thiazol-2-yl)methyl)carbamate C(C)(C)(C)N(C(O)=O)CC=1SC(=CN1)S(=O)(=O)C1=CC(=CC(=C1)OC)C=1C=NN(C1)C1CC1.OC1=CC=C(C=2C(C3=CC=CC=C3C(C12)=O)=O)O